FS(C1=CC=C(N)C=C1)(F)(F)(F)F 4-(Pentafluoro-sulfanyl)aniline